1-{6-[2-(2-Chloro-phenyl)-ethyl]-2,6-diaza-spiro[3.3]hept-2-yl}-2-(4-fluoro-phenyl)-ethanone ClC1=C(C=CC=C1)CCN1CC2(CN(C2)C(CC2=CC=C(C=C2)F)=O)C1